3-(3-(3-(6-carbamoyl-pyrazolo[1,5-a]pyridine-3-carboxamido)-5-fluoro-4-methylphenyl)-1,2,4-oxadiazol-5-yl)azetidine-1-carboxylic acid methyl ester COC(=O)N1CC(C1)C1=NC(=NO1)C1=CC(=C(C(=C1)F)C)NC(=O)C=1C=NN2C1C=CC(=C2)C(N)=O